tert-butyl ((R)-1-(7-((S)-1-(1,3-dioxoisoindolin-2-yl)-2-methoxyethyl)imidazo[1,2-b]pyridazin-2-yl)-2-((1,1,1-trifluoro-2-methylpropan-2-yl)oxy)ethyl)carbamate O=C1N(C(C2=CC=CC=C12)=O)[C@H](COC)C1=CC=2N(N=C1)C=C(N2)[C@H](COC(C(F)(F)F)(C)C)NC(OC(C)(C)C)=O